7-oxo-cholesterol O=C1[C@H]2[C@@H]3CC[C@H]([C@@H](CCCC(C)C)C)[C@]3(CC[C@@H]2[C@]2(CC[C@@H](CC2=C1)O)C)C